(S)-(4-amino-3-((1-cyclopropyl-1H-benzo[d]imidazol-5-yl)ethynyl)-1-(pyrrolidin-3-yl)-1H-pyrazolo[4,3-c]pyridin-7-yl)(cyclopropyl)methanone NC1=NC=C(C2=C1C(=NN2[C@@H]2CNCC2)C#CC2=CC1=C(N(C=N1)C1CC1)C=C2)C(=O)C2CC2